2-(4-fluoro-2-methoxyphenyl)-1-(6-(trifluoromethoxy)indolin-1-yl)ethanone FC1=CC(=C(C=C1)CC(=O)N1CCC2=CC=C(C=C12)OC(F)(F)F)OC